FC(OC1=NC(=CC=C1NC(N(C1=C(C=CC=C1)C(C)C)C1CCC(CC1)C1=CC(=NO1)O)=O)OC)F 3-(2-(difluoromethoxy)-6-methoxypyridin-3-yl)-1-((1r,4r)-4-(3-hydroxyisoxazol-5-yl)cyclohexyl)-1-(2-isopropylphenyl)urea